[Cl-].[K+].C(C)(=O)NC1=C(C(=O)NC2C(NC(CC2)=O)=O)C=CC=C1 2-acetamido-N-(2,6-dioxopiperidin-3-yl)benzamide potassium chloride